O1CCN(C2=C1C=CC=C2)NC(=O)C=2C=NC1=C(C=CC=C1C2N2CC1(COC1)C2)C2=C(C(=CC(=C2)F)F)F N-(2,3-dihydro-1,4-benzoxazin-4-yl)-4-(2-oxa-6-azaspiro[3.3]heptan-6-yl)-8-(2,3,5-trifluorophenyl)quinoline-3-carboxamide